monomethylolguanyl-urea phosphate salt P(=O)(O)(O)O.C(O)NC(=N)NC(=O)N